CC(C)([C@@H](CC[C@@](CBr)(C(=C)Cl)Cl)Br)Cl The molecule is halomon is a polyhalogenated monoterpene first isolated from the marine red algae Portieria hornemannii. It is an organochlorine compound and an organobromine compound.